C1(=CC=CC=C1)C=1C=C(C2=CC=CC=C2C1)N1C(=CC2=CC=CC=C12)C1=CC=C(C=C1)[N+](=O)[O-] N-(3-phenylnaphthyl)-2-(4-nitrophenyl)-indole